FC=1C=C(NC2=NC=C(C(=N2)N[C@H](CO)C2=CC=CC=C2)C2=NOC(=N2)C)C=CC1S(=O)(=O)C (2S)-2-[[2-(3-fluoro-4-methylsulfonyl-anilino)-5-(5-methyl-1,2,4-oxadiazol-3-yl)pyrimidin-4-yl]amino]-2-phenyl-ethanol